C(C)OP(C1=CC=CC2=CC=CC=C12)C1=CC=CC2=CC=CC=C12 ethoxydi(1-naphthyl)phosphine